1-[2,6-diethoxy-4-(2-methyl-1,3-dioxolan-2-yl)phenyl]-2,2,2-trifluoroethane-1-ol C(C)OC1=C(C(=CC(=C1)C1(OCCO1)C)OCC)C(C(F)(F)F)O